2-(4-trifluoromethylphenylamino)-4-(2-fluorophenyl)thiazole FC(C1=CC=C(C=C1)NC=1SC=C(N1)C1=C(C=CC=C1)F)(F)F